N-(4-Butylphenyl)-N1-(3-methoxyphenyl)-6-morpholin-4-yl-[1,3,5]triazine-2,4-diamine C(CCC)C1=CC=C(C=C1)NC1N(C(=NC(=N1)N)N1CCOCC1)C1=CC(=CC=C1)OC